ClC1=CC=C2C(=CNC2=C1)S(=O)(=O)NC1=NC(=C(C(=N1)OC)CCC#N)OC 6-chloro-N-[5-(2-cyanoethyl)-4,6-dimethoxy-pyrimidin-2-yl]-1H-indole-3-sulfonic acid amide